tert-Butyl 2-chloro-6-(3-trimethylgermylpyrazol-1-yl)pyridine-3-carboxylate ClC1=NC(=CC=C1C(=O)OC(C)(C)C)N1N=C(C=C1)[Ge](C)(C)C